COC1=CC=C(C=O)C=C1OC 4,5-dimethoxybenzaldehyde